1-[(2R,3R,4S,5R)-3,4-dihydroxy-5-(hydroxymethyl)oxolan-2-yl]-5-fluoropyrimidine-2,4-dione O[C@H]1[C@@H](O[C@@H]([C@H]1O)CO)N1C(NC(C(=C1)F)=O)=O